1,4-di-tert-butyl 2-({6-[(tert-butoxycarbonyl)amino]-2,3-difluorophenyl}(hydroxy)methyl)-3-methylbutanedioate C(C)(C)(C)OC(=O)NC1=CC=C(C(=C1C(C(C(=O)OC(C)(C)C)C(C(=O)OC(C)(C)C)C)O)F)F